NC=1C=C(C(C)(C)C2=CC(=CC=C2)C(C2=CC(=CC=C2)N)(C)C)C=CC1 1,3-bis(3-amino-alpha,alpha-dimethylbenzyl)benzene